NCC1=CC=C(C=C1)N1CCSCC1 4-(4-(aminomethyl)phenyl)thiomorpholine